C(C1=CC=CC=C1)OCC=O 2-(benzyloxy)acetoaldehyde